ClC1=C2[C@@H](N3C(C2=CC=C1)=CN=C3)[C@H]3COCC[C@@H]3O (3S,4S)-3-((s)-6-chloro-5H-imidazo[5,1-a]isoindol-5-yl)tetrahydro-2H-pyran-4-ol